OCTYL SALICYLATE C(C=1C(O)=CC=CC1)(=O)OCCCCCCCC